1-(phenylsulfonyl)-1H-pyrazole C1(=CC=CC=C1)S(=O)(=O)N1N=CC=C1